N-(1-(5-((R)-3-((cyclopropylmethyl)amino)piperidin-1-Yl)pyridin-2-yl)ethyl)-4-oxo-4H-pyrido[1,2-a]pyrimidine-2-carboxamide C1(CC1)CN[C@H]1CN(CCC1)C=1C=CC(=NC1)C(C)NC(=O)C=1N=C2N(C(C1)=O)C=CC=C2